4-Amino-8-[6-(difluoromethyl)-2-pyridyl]-2-oxo-N-propyl-1H-quinoline-3-carboxamide NC1=C(C(NC2=C(C=CC=C12)C1=NC(=CC=C1)C(F)F)=O)C(=O)NCCC